O1C[C@H](CC1)OC1=NN(C=C1N)COCC[Si](C)(C)C (S)-3-((tetrahydrofuran-3-yl)oxy)-1-((2-(trimethylsilyl)ethoxy)methyl)-1H-pyrazol-4-amine